C(CC(O)(C(=O)O)CC(=O)[O-])(=O)[O-].C(CC(O)(C(=O)O)CC(=O)O)(=O)O.C(CC(O)(C(=O)O)CC(=O)O)(=O)O.[Mg+2] Magnesium tricitrat